COC1=C(C=C(C=C1)OC)NC(=O)N1C[C@@](CC1)(C1=NC=NS1)C1=CC(=C(C=C1)C)F (S)-N-(2,5-dimethoxyphenyl)-3-(3-fluoro-4-methylphenyl)-3-(1,2,4-thiadiazol-5-yl)pyrrolidine-1-carboxamide